C(C)(C)(C)C1=CC(=NO1)N 5-Tert-butyl-1,2-oxazol-3-amine